ClC1=CC=C(C(=N1)C(=O)N)O[C@H](C)C=1C=C(C=C2C(C(=C(OC12)C1=CC2=C(N(CCO2)C)C=C1)C)=O)C 6-Chloro-3-[(1R)-1-[3,6-dimethyl-2-(4-methyl-2,3-dihydro-1,4-benzoxazin-7-yl)-4-oxo-chromen-8-yl]ethoxy]pyridine-2-carboxamide